FC1(CC(CC1)C(C(=O)NC=1SC2=C(N1)CCCC2)C2=CC=C(C=C2)C=2N=NN(N2)C)F 2-(3,3-Difluorocyclopentyl)-2-(4-(2-methyl-2H-tetrazol-5-yl)phenyl)-N-(4,5,6,7-tetrahydrobenzo[d]thiazol-2-yl)acetamide